Natrium Methanolat C[O-].[Na+]